FC1(CCNC1)F (3S)-4,4-difluoropyrrolidin